(E)-2-(2-(3-(3,5-bis(trifluoromethyl)phenyl)-1H-1,2,4-triazol-1-yl)-1-(Pyrimidin-5-yl)vinyl)-1,3,4-thiadiazole FC(C=1C=C(C=C(C1)C(F)(F)F)C1=NN(C=N1)/C=C(\C=1C=NC=NC1)/C=1SC=NN1)(F)F